2-((4-(2-(5-Cyclopropyl-3-(2,6-dichlorophenyl)isoxazol-4-yl)vinyl)bicyclo[2.2.2]octan-1-yl)methoxy)-4-fluorobenzo[d]thiazol C1(CC1)C1=C(C(=NO1)C1=C(C=CC=C1Cl)Cl)C=CC12CCC(CC1)(CC2)COC=2SC1=C(N2)C(=CC=C1)F